C1(=CC=CC=C1)C1=CC=CC2=C1CCC1C(NN=C21)C=2C=C1N=CC=NC1=CC2 6-phenyl-3-(quinoxalin-6-yl)-3,3a,4,5-tetrahydro-2H-benzo[g]indazole